(R)-3-amino-1-(7-((6-amino-9H-purin-9-yl)methyl)-2,2-dimethyl-2,3-dihydrobenzofuran-6-yl)-N-cyclopropylpyrrolidine-3-carboxamide N[C@]1(CN(CC1)C1=C(C2=C(CC(O2)(C)C)C=C1)CN1C2=NC=NC(=C2N=C1)N)C(=O)NC1CC1